FC1=C(C=CC=C1)C=1N(C=CC1C=O)S(=O)(=O)C=1C=NC=CC1 (2-fluorophenyl)-1-[(pyridin-3-yl)sulfonyl]-1H-pyrrole-3-formaldehyde